N,N-dimethyl-dodecylamine CN(C)CCCCCCCCCCCC